COC(=O)[C@H]1C[C@@H]([C@H](C1)NC(=O)OC(C)(C)C)OC(C)=O (1R,3S,4S)-3-(Acetyloxy)-4-[(tert-Butoxycarbonyl)amino]cyclopentane-1-carboxylic acid methyl ester